6-(6-methoxy-3-pyridinyl)-4-methyl-pyrido[2,3-d]pyrimidin-7(8H)-one COC1=CC=C(C=N1)C1=CC2=C(N=CN=C2C)NC1=O